C(C)(C)(C)OC(=O)N1C2CC(CC1CC2)OC2=NC(=C(C=C2)N)NC=O Endo-3-((5-amino-6-formylaminopyridin-2-yl)oxy)-8-azabicyclo[3.2.1]octane-8-carboxylic acid tert-butyl ester